C(C)S\C(\C1=NC=CC(=C1)C(F)(F)F)=N/C (Z)-[(ethylthio)[4-(trifluoromethyl)pyridin-2-yl]methylene](methyl)amine